C1(CC1)CN1C(OCC1COC1=CC=C(C=C1)C=1C=C(C(NC1C(F)(F)F)=O)C(=O)N)=O 5-(4-((3-(cyclopropylmethyl)-2-oxooxazolidin-4-yl)methoxy)phenyl)-2-oxo-6-(trifluoromethyl)-1,2-dihydropyridine-3-carboxamide